ClC=1C=C(N(C1)S(=O)(=O)C1=CC=C(C)C=C1)C1=NOC(=C1)C 4-chloro-2-(5-methylisoxazol-3-yl)-1-p-toluenesulfonyl-1H-pyrrole